P(=O)(O)(O)O.C(C)C(N(CCO)CCO)CC diethyl-N,N-di(2-hydroxyethyl)aminomethane phosphate